N1(CCCCC1)C(=O)OC=1N=C(SC1CCC)NC(CNC(=O)C1=CN(C=C1)S(=O)(=O)C)=O propyl-[2-[[2-[(1-methylsulfonyl-pyrrole-3-carbonyl) amino] acetyl] amino] thiazol-4-yl] piperidine-1-carboxylate